CC1=NC(=CC(=C1)C=1NC2=CC=C(C=C2C1C(C)C)C1CCN(CC1)CC(C)(C)C)C 2-(2,6-dimethylpyridin-4-yl)-3-isopropyl-5-(1-neopentylpiperidin-4-yl)-1H-indole